[(Z)-non-2-enyl] 8-[3-[2-[2-[2-[2-[3-(4-methylpiperazin-1-yl)propanoyloxy]ethoxy]ethoxy]ethoxy]ethoxy]-2-[8-[(Z)-non-2-enoxy]-8-oxooctoxy]propoxy]octanoate CN1CCN(CC1)CCC(=O)OCCOCCOCCOCCOCC(COCCCCCCCC(=O)OC\C=C/CCCCCC)OCCCCCCCC(=O)OC\C=C/CCCCCC